5-((1R)-((tert-butylsulfinyl)amino)(phenyl)methyl)thiophene-3-carboxamidine C(C)(C)(C)S(=O)N[C@@H](C1=CC(=CS1)C(=N)N)C1=CC=CC=C1